N-{4-[(3-chloro-1H-pyrrolo[2,3-b]pyridin-4-yl)oxy]-3,5-difluorophenyl}-5,5-dimethyl-5,6-dihydro-4H-1,3-thiazin-2-amine ClC1=CNC2=NC=CC(=C21)OC2=C(C=C(C=C2F)NC=2SCC(CN2)(C)C)F